C(C)(C)(C)OC(=O)N1[C@@H](C(CCC1)(C)O)CO (2R)-3-hydroxy-2-(hydroxymethyl)-3-methylpiperidine-1-carboxylic acid tert-butyl ester